[Na+].S(=O)(=O)([O-])[O-].C1(=CC=CC=C1)OC.[Na+] methyl phenyl ether sulfate sodium salt